1-(2-cyclopropyl-pyrimidin-5-yl)ethan-1-one C1(CC1)C1=NC=C(C=N1)C(C)=O